1-(5-Benzyl-2-pyrimidin-2-yl-1,2,4-triazol-3-yl)ethylamine C(C1=CC=CC=C1)C=1N=C(N(N1)C1=NC=CC=N1)C(C)N